1-(1-butoxyprop-1-en-2-yl)-4-(1-(3-methoxybutoxy)prop-1-en-2-yl)benzene C(CCC)OC=C(C)C1=CC=C(C=C1)C(=COCCC(C)OC)C